di-tert-butyl 2,6-dimethyl-1,4-dihydropyridine-3,5-dicarboxylate CC=1NC(=C(CC1C(=O)OC(C)(C)C)C(=O)OC(C)(C)C)C